BrC1=C2N=C3C(=NC2=CC(=C1)F)OCCC3=CC=3C=NN(C3)C 6-bromo-8-fluoro-4-((1-methyl-1H-pyrazol-4-yl)methylene)-3,4-dihydro-2H-pyrano[2,3-b]quinoxaline